FC1(C[C@H](N(C1)C(=O)OC(C)(C)C)C1=NN(C=N1)C1=NC=C(C=C1F)NC(CN1N=C(C=C1C)C(F)(F)F)=O)F tert-butyl (S)-4,4-difluoro-2-(1-(3-fluoro-5-(2-(5-methyl-3-(trifluoromethyl)-1H-pyrazol-1-yl)acetamido)pyridin-2-yl)-1H-1,2,4-triazol-3-yl)pyrrolidine-1-carboxylate